The molecule is a tetracyclic triterpenoid that is 4,4,8-trimethylandrosta-1,14-diene substituted by oxo groups at positions 3 and 16, an acetoxy group at position 7 and a furan-3-yl group at position 17. Isolated from Azadirachta indica, it exhibits antimycobacterial and anti-inflammatory activities. It has a role as a plant metabolite, an antimycobacterial drug and an anti-inflammatory agent. It is a limonoid, a tetracyclic triterpenoid, an acetate ester, a cyclic terpene ketone and a member of furans. CC(=O)O[C@@H]1C[C@@H]2[C@](C=CC(=O)C2(C)C)([C@@H]3[C@@]1(C4=CC(=O)[C@H]([C@@]4(CC3)C)C5=COC=C5)C)C